ClC1(C=O)CC(=CC=C1)Cl 1,3-dichlorobenzaldehyde